C(C)(=O)C=1C=C(C(=CC1)O)C p-acetyl-cresol